FC=1C=C2C(=NC1)NC=C2C=2SC=C(N2)C=2C=C(C=CC2)[C@@]2(CCN1C2=NC=C1)O (R)-7-(3-(2-(5-Fluoro-1H-pyrrolo[2,3-b]pyridin-3-yl)thiazol-4-yl)phenyl)-6,7-dihydro-5H-pyrrolo[1,2-a]imidazol-7-ol